C(C)(C)(C)OC(C(CCN1N(C[C@H]2[C@@H]1C(CN2C(=O)OC(C)(C)C)(F)F)C(=O)OC(C)(C)C)(C)C)=O (cis)-di-tert-butyl 1-(4-(tert-butoxy)-3,3-dimethyl-4-oxobutyl)-6,6-difluorohexahydropyrrolo[3,2-c]pyrazole-2,4-dicarboxylate